C(C)(C)OC1=C(C(=CC=C1)OC(C)C)N1C=NC=C1 1-(2,6-diisopropyloxyphenyl)-imidazole